5-(1-methyl-1H-pyrazol-4-yl)-7-(3-(trifluoromethoxy)phenyl)-7H-pyrrolo[2,3-d]pyrimidine-4-carboxylic acid tert-butyl ester C(C)(C)(C)OC(=O)C=1C2=C(N=CN1)N(C=C2C=2C=NN(C2)C)C2=CC(=CC=C2)OC(F)(F)F